lauryldimethylaniline C(CCCCCCCCCCC)C1=C(N(C)C)C=CC=C1